2-((5-Bromo-2-(bromomethyl)-4-fluorobenzyl)oxy)tetrahydro-2H-pyran BrC=1C(=CC(=C(COC2OCCCC2)C1)CBr)F